1-(2-(2-amino-4-cyclobutyl-3-fluorophenyl)-2,3,4,5,5a,6,8,9-octahydro-7H-1,2,5,7-tetraazabenzo[cd]azulen-7-yl)prop-2-en-1-one NC1=C(C=CC(=C1F)C1CCC1)N1N=C2CCN(CC3C2=C1CCN3)C(C=C)=O